COC(C(C)O)O methoxy-1,2-propylene glycol